ClC1=C2C=CNC2=CC(=C1)NC1=CC(=CC(=N1)C#N)NC1=CC(=C(C=C1)Cl)F 6-[(4-chloro-1H-indol-6-yl)amino]-4-[(4-chloro-3-fluorophenyl)amino]pyridine-2-carbonitrile